C(C)OC(=O)C1=CN(C2=C(C(=C(C=C2C1=O)F)F)OC)C1CC1 Cyclopropyl-6,7-difluoro-1,4-dihydro-8-methoxy-4-oxoquinoline-3-carboxylic acid ethyl ester